N-(2-aminophenyl)-4-[[[4-(3-pyridyl)aminopyrrolo[2,1-f][1,2,4]triazin-2-yl]thio]methyl]benzamide NC1=C(C=CC=C1)NC(C1=CC=C(C=C1)CSC1=NN2C(C(=N1)NC=1C=NC=CC1)=CC=C2)=O